C[C@@H]([C@@H]([C@H]1CNC2=C(N1)C(=O)NC(=N2)N)O)O (-)-(6R)-2-amino-6-((1R,2S)-1,2-dihydroxypropyl)-5,6,7,8-tetrahydro-4(3H)-pteridinone